N1CCCCC12CN(CCC2)C2=C1C(=NC=C2)NC=C1C1=NSC=N1 3-[4-[1,8-diazaspiro[5.5]undecan-8-yl]-1H-pyrrolo[2,3-b]pyridin-3-yl]-1,2,4-thiadiazole